C1(=CC=CC=C1)N(S(=O)(=O)Cl)C1=CC=CC=C1 diphenylsulfamoyl chloride